C(CCCCCCCCCCCCC)(=O)OC[C@@H](OC(CCCCCCCCCCCCC)=O)COP(=O)(O)O.C(C[C@H]1CC[C@H]2[C@@H]3CCC4CCCC[C@]4(C)[C@H]3CC[C@]12C)(O)(O)O pregnanetriol 1,2-Dimyristoyl-sn-Glycero-3-Phosphate